3,5-Dibromo-2-(4-propylphenethyl)-6-((tetrahydro-2H-pyran-2-yl)methoxy)pyridin-4-ol BrC=1C(=NC(=C(C1O)Br)OCC1OCCCC1)CCC1=CC=C(C=C1)CCC